C(C)C1=CC=C(C=C1)C=C1C=C(C(C(=C1)C(C)(C)C)=O)C(C)(C)C 4-(4-ethylphenyl)methylene-2,6-di-tert-butyl-2,5-cyclohexadien-1-one